C(C=C)(=O)OCCCCCCCCCCCCCCCCC[Si](F)(F)F acryloxyheptadecyltrifluorosilane